NC=1C=C2C(N(C(C2=CC1)=O)C)=O 5-amino-2-methylisoindoline-1,3-dione